(bicyclo[2.2.1]hept-5-en-2-ylmethoxy)dimethyl-(phenyl)silane C12C(CC(C=C1)C2)CO[Si](C2=CC=CC=C2)(C)C